BrC=1C=C2C(NC(=NC2=CC1)C1=CC2=CN(N=C2C=C1)C)=O 6-bromo-2-(2-methyl-2H-indazol-5-yl)quinazolin-4(3H)-one